1-(5-methyl-1,3,4-oxadiazol-2-yl)piperidin-3-amine CC1=NN=C(O1)N1CC(CCC1)N